FC=1C(N(C2=C(C(=NC=C2C1)NC1CCN(CC1)S(=O)(=O)C)C#N)[C@H]1[C@](CCC1)(C)O)=O 3-fluoro-1-((1R,2R)-2-hydroxy-2-methyl-cyclopentyl)-7-((1-(methylsulfonyl)piperidin-4-yl)amino)-2-oxo-1,2-dihydro-1,6-naphthyridine-8-carbonitrile